FC(S(=O)(=O)[O-])(F)F.C(C)(=O)OC1=CC=C(C=C1)[S+](C1=CC=CC=C1)C1=CC=C(C=C1)OC(C)=O bis[4-acetyloxyphenyl]phenylsulfonium perfluoromethanesulfonate